CC(CN1C(NCC12CCC(CC2)C2=CC=CC=C2)=O)C 1-(2-methyl-propyl)-8-phenyl-1,3-diazaspiro[4.5]Decan-2-one